(2-naphthyl)propionic acid C1=C(C=CC2=CC=CC=C12)C(C(=O)O)C